CN(C)C[C@@]1(C(C1)(F)F)COC=1N=C(C2=C(N1)CN(C2)C(=O)OC(C)(C)C)N2[C@@H](CCCCC2)C tert-butyl 2-(((R)-1-((dimethylamino) methyl)-2,2-difluorocyclopropyl) methoxy)-4-((R)-2-methylazepan-1-yl)-5,7-dihydro-6H-pyrrolo[3,4-d]pyrimidine-6-carboxylate